propargyl-3-sulfopropyl ether sodium salt [Na+].C(C#C)C(CCOCCC(CC#C)S(=O)(=O)[O-])S(=O)(=O)[O-].[Na+]